FC=1C(=CC2=C(OCCO2)C1)C=1N=C(NC1C1=CC(=NC=C1)C)N 4-(7-Fluoro-2,3-dihydrobenzo[b][1,4]dioxin-6-yl)-5-(2-methylpyridin-4-yl)-1H-imidazol-2-amine